C1(=C(C=CC=C1)C1=NNC2=CC=C(C=C12)C(=O)N1C[C@H](CC1)N(C)C)C1=CC=CC=C1 (S)-(3-([1,1'-biphenyl]-2-yl)-1H-indazol-5-yl)(3-(dimethylamino)pyrrolidin-1-yl)methanone